2,4-dihydroxy-3-[(1R,6R)-3-methyl-6-(1-methylvinyl)-2-cyclohexen-1-yl]-6-pentyl-benzoic acid OC1=C(C(=O)O)C(=CC(=C1[C@@H]1C=C(CC[C@H]1C(=C)C)C)O)CCCCC